2-((2S)-2-(((4-(3-(cyanomethyl)piperazin-1-yl)-7-(naphthalen-1-yl)-5,6,7,8-tetrahydropyrido[3,4-d]pyrimidin-2-yl)oxy)methyl)pyrrolidin-1-yl)-N,N-dimethylacetamide C(#N)CC1CN(CCN1)C=1C2=C(N=C(N1)OC[C@H]1N(CCC1)CC(=O)N(C)C)CN(CC2)C2=CC=CC1=CC=CC=C21